4-[2-[bis(2-hydroxydodecyl)amino]ethyl]piperazin OC(CN(CCN1CCNCC1)CC(CCCCCCCCCC)O)CCCCCCCCCC